C(C)OC[C@@]1(CN(CC1)CC=1C=NC=CC1)CCC=1SC=CC1C (S)-3-((3-(ethoxymethyl)-3-(2-(3-methylthiophen-2-yl)ethyl)pyrrolidin-1-yl)methyl)pyridine